(S)-3-(3-(4-hydroxy-1,6-dimethyl-2-oxo-1,2-dihydropyridin-3-yl)ureido)-3-(4-(3-methoxyphenoxy)phenyl)propanoic acid OC1=C(C(N(C(=C1)C)C)=O)NC(N[C@@H](CC(=O)O)C1=CC=C(C=C1)OC1=CC(=CC=C1)OC)=O